C(=CC)N1CC(CC1)C=1C=C(C=C2C=NC=NC12)C1=CC=C(C(=O)NC2=NC=CC(=C2)C(F)(F)F)C=C1 4-(8-(1-propenylpyrrolidin-3-yl)quinazolin-6-yl)-N-(4-(trifluoromethyl)pyridin-2-yl)benzamide